COCC(OCC(OCC(C)OCCCC)C)C tripropylene glycol n-butyl methyl ether